BrC1=CC=C(C=C1)C1(COC1)N1N=CC2=C(C=CC(=C12)C(=O)OC)Cl methyl 1-(3-(4-bromophenyl) oxetan-3-yl)-4-chloro-1H-indazole-7-carboxylate